ClC=1C=C2C(=NN1)NC[C@@]1(N2C[C@@H](C1)OC1=NC=C(C=C1)C=C)C(F)F (6aR,8R)-2-chloro-6a-(difluoromethyl)-8-((5-vinylpyridin-2-yl)oxy)-5,6,6a,7,8,9-hexahydropyrrolo[1',2':4,5]pyrazino[2,3-c]pyridazine